2,2'-Thiobis(4-tert-octylphenol) S(C1=C(C=CC(=C1)C(C)(C)CC(C)(C)C)O)C1=C(C=CC(=C1)C(C)(C)CC(C)(C)C)O